trans-4-[[5-fluoro-4-[3-(3-hydroxyoxetan-3-yl)phenyl]pyrimidin-2-yl]amino]cyclohexanecarboxylic acid FC=1C(=NC(=NC1)N[C@@H]1CC[C@H](CC1)C(=O)O)C1=CC(=CC=C1)C1(COC1)O